C(C)(=O)[O-].C(CCCCCCCC)[N+]1(CCCC1)CCCC 1-nonyl-1-butylpyrrolidinium acetate